4-(5-methyl-2-((1-methyl-1H-pyrazol-5-yl)amino)pyrimidin-4-yl)-N-(1-(3-(methylthio)phenyl)ethyl)oxazole-2-carboxamide CC=1C(=NC(=NC1)NC1=CC=NN1C)C=1N=C(OC1)C(=O)NC(C)C1=CC(=CC=C1)SC